C(C)OC1=C(C=CC=C1)C1=NC(=CC(=C1)C1=CC=C(N(C)C)C=C1)C1=C(C=CC=C1)OCC 4-[2,6-bis(2-ethoxyphenyl)-4-pyridyl]-N,N-dimethylaniline